β-methyl-γ-butyrolactone CC1CC(=O)OC1